bis(pyridine) platinum (II) [Pt+2].N1=CC=CC=C1.N1=CC=CC=C1